5-(4-(8-chloro-2-methyl-1,2,3,4-tetrahydro-5H-pyrido[4,3-b]indol-5-yl)butyl)-N-hydroxyisoxazole-3-carboxamide ClC1=CC=2C3=C(N(C2C=C1)CCCCC1=CC(=NO1)C(=O)NO)CCN(C3)C